C(#N)C=1C=C(CNC(=O)C=2OC=C(N2)C2=NC(=NC=C2C)NC2=CC=NN2C)C=CC1 N-(3-cyanobenzyl)-4-(5-methyl-2-((1-methyl-1H-pyrazol-5-yl)amino)pyrimidin-4-yl)oxazole-2-carboxamide